(2R,3S,5R)-4-[[3-(2-Fluoro-6-methoxy-phenyl)-5-methyl-5-(trifluoromethyl)tetrahydrofuran-2-carbonyl]amino]pyridin-2-carboxamid FC1=C(C(=CC=C1)OC)[C@H]1[C@@H](O[C@](C1)(C(F)(F)F)C)C(=O)NC1=CC(=NC=C1)C(=O)N